[Li].FC1=CC=C(C=C1)N1N=CC2=CC(=CC=C12)N1[C@H]([C@@H](C(C1=O)(C)C)NC(=O)C1CC1)C1=CC=CC=C1 N-((2S,3R)-1-(1-(4-fluorophenyl)-1H-indazol-5-yl)-4,4-dimethyl-5-oxo-2-phenylpyrrolidin-3-yl)cyclopropanecarboxamide lithium